tert-butyl 1-(Hydroxymethyl)isoindoline-2-carboxylate OCC1N(CC2=CC=CC=C12)C(=O)OC(C)(C)C